2-acetamido-mannosamine C(C)(=O)N[C@]1(C(O)O[C@@H]([C@H]([C@@H]1O)O)CO)N